(R)-1-(3-(3-(3-chloro-4-phenoxyphenyl)-1H-pyrazolo[4,3-c]pyridin-1-yl)pyrrolidin-1-yl)prop-2-en-1-one ClC=1C=C(C=CC1OC1=CC=CC=C1)C1=NN(C2=C1C=NC=C2)[C@H]2CN(CC2)C(C=C)=O